COC1=CC=C(CCN(C=2SC3=C(N2)C(=C(C(=C3)F)F)F)CC3=CC=C(C=C3)C#CC(=O)O)C=C1 3-(4-(((4-methoxyphenethyl)(4,5,6-trifluorobenzo[d]thiazol-2-yl)-amino)methyl)phenyl)propiolic acid